OCC[NH+](C)C N-hydroxyethyl-dimethyl-ammonium